ClC=1C=CC(=C(C1)/C=C/C(=O)N[C@H]1C/C=C/CCC(NC2=CC(=CC=C2C2=CNC1=N2)F)=O)N2N=NN=C2 (E)-3-(5-Chloro-2-tetrazol-1-yl-phenyl)-N-((E)-(S)-5-fluoro-9-oxo-8,17,19-triaza-tricyclo[14.2.1.02,7]nonadeca-1(18),2,4,6,12,16(19)-hexaen-15-yl)-acrylamide